FC(C(=O)OCCCNCCCOC(C(C(F)(F)F)(F)F)=O)(C(F)(F)F)F N,N-bis(pentafluoropropiooxypropyl)amine